ClC=1C(=NC=C(C1)Cl)C(C)=O 1-(3,5-dichloropyridin-2-yl)ethanone